NC1=NOC2=C1C=C(C(=C2)N(C(OC(C)(C)C)=O)C2=NN(C(=C2)C2CC2)C2OCCCC2)OC tert-butyl (3-amino-5-methoxy-1,2-benzoxazol-6-yl)[5-cyclopropyl-1-(oxan-2-yl)-1H-pyrazol-3-yl]carbamate